CN1C[C@@H](CCC1)NC1=NN=C(C2=CC=CC=C12)C1=C(C=C(C=C1)C(F)(F)F)O 2-[4-[[(3R)-1-methyl-3-piperidinyl]amino]phthalazin-1-yl]-5-(trifluoromethyl)phenol